BrC1=NOC(C1)(C(F)(F)F)C1=CC(=C(C(=C1)Cl)F)Cl 3-bromo-5-(3,5-dichloro-4-fluoro-phenyl)-5-(trifluoromethyl)-4H-isoxazole